N(=NC(C#N)(C)C)C(C#N)(C)C 2,2'-azo-diisobutyronitrile